azepan-1-yl-(4'-chloro-[1,1'-biphenyl]-3-yl)methanone tert-Butyl-(3R)-3-[2-[(4S)-4-[[4-(dimethylamino)phenyl]methyl]-2-oxo-oxazolidin-3-yl]-2-oxo-ethyl]pyrrolidine-1-carboxylate C(C)(C)(C)OC(=O)N1C[C@H](CC1)CC(=O)N1C(OC[C@@H]1CC1=CC=C(C=C1)N(C)C)=O.N1(CCCCCC1)C(=O)C=1C=C(C=CC1)C1=CC=C(C=C1)Cl